N(=[N+]=[N-])C(C)(C1CC1)C1=CN=C(C2=CN=C(C=C12)Cl)O[C@H](C)C[C@@H](C)S(=O)(=O)C 4-(1-Azido-1-cyclopropylethyl)-6-chloro-1-(((2R,4R)-4-(methylsulfonyl)pent-2-yl)oxy)-2,7-naphthyridine